(R)-6-chloro-3-((1-(2-(5-fluoroisoindolin-2-yl)-3,6-dimethyl-4-oxo-3,4-dihydroquinazolin-8-yl)ethyl)amino)-N-(N-methyl-sulfamoyl)picolinamide ClC1=CC=C(C(=N1)C(=O)NS(NC)(=O)=O)N[C@H](C)C=1C=C(C=C2C(N(C(=NC12)N1CC2=CC=C(C=C2C1)F)C)=O)C